6-(hydroxymethyl)-3-methoxytetrahydro-2H-pyran OCC1CCC(CO1)OC